N-((1S)-1-cyclohexyl-2-((2-((R)-4-cyclopropyl-2-oxoimidazolidin-1-yl)-2-(methylcarbamoyl)-2,3-dihydro-1H-inden-5-yl)amino)-2-oxoethyl)-1-methyl-1H-pyrazole-5-carboxamide C1(CCCCC1)[C@@H](C(=O)NC=1C=C2CC(CC2=CC1)(C(NC)=O)N1C(N[C@@H](C1)C1CC1)=O)NC(=O)C1=CC=NN1C